C1(CC1)C=1N=CN(C1)C1=C2C=C(N(C2=CC=C1)C)C(=O)Cl 4-(4-cyclopropyl-1H-imidazol-1-yl)-1-methyl-1H-indole-2-carbonyl chloride